NC1=C2N=C(N(C2=NC(=N1)C#CCCCC)[C@@H]1OC[C@H]([C@H]1O)O)C=1SC=CN1 (2R,3R,4R)-2-(6-Amino-2-(hex-1-yn-1-yl)-8-(thiazol-2-yl)-9H-purin-9-yl)tetrahydrofuran-3,4-diol